6-[4-[acetyl(3,3,3-trifluoropropyl)amino]-3-chloro-phenyl]-N-(3-pyridylmethyl)pyridine-3-carboxamide C(C)(=O)N(C1=C(C=C(C=C1)C1=CC=C(C=N1)C(=O)NCC=1C=NC=CC1)Cl)CCC(F)(F)F